C1=C2N=CN=C3C2=C(C=CC2COCCCN32)N=C1 5a,6,9,10-tetrahydro-8H-7-oxa-3,10a,11,13-tetraazanaphtho[1,8-ab]heptalene